NC1=NC=C(C2=C1C(=C(N2C)C2=CC=C(C=C2)NC(=O)C(=C)F)C2=CC(=C(C(=O)NCC(F)(F)F)C=C2)OC)C#CCOC2CCOCC2 4-(4-amino-2-{4-[(2-fluoroacrylamino)]phenyl}-1-methyl-7-[3-(3,4,5,6-tetrahydro-2H-pyran-4-yloxy)prop-1-ynyl]pyrrolo[3,2-c]pyridin-3-yl)-2-methoxy-N-(2,2,2-trifluoroethyl)benzamide